trimellitic acid bistrimellitate C(C=1C(C(=O)O)=CC(C(=O)O)=CC1)(=O)O.C(C=1C(C(=O)O)=CC(C(=O)O)=CC1)(=O)O.C(C=1C(C(=O)O)=CC(C(=O)O)=CC1)(=O)O